N-(1-(3,4-dichlorophenyl)-2-(dimethylamino)ethyl)-N'-methyl-4-(trifluoromethoxy)benzenesulfonimidamide ClC=1C=C(C=CC1Cl)C(CN(C)C)NS(=O)(=NC)C1=CC=C(C=C1)OC(F)(F)F